8,8-difluoro-2,6-dimethyl-6,8-dihydro-3H-pyrrolo[2,3-g]quinazoline-4,7-dione FC1(C(N(C=2C=C3C(NC(=NC3=CC21)C)=O)C)=O)F